3-DIFLUOROMETHOXY-4-METHYL-BENZENEBORONIC ACID FC(OC=1C=C(C=CC1C)B(O)O)F